1,1-bis(acetyloxy)-3-oxo-1lambda5,2-benziodaoxol-1-yl acetate C(C)(=O)OI1(OC(C2=C1C=CC=C2)=O)(OC(C)=O)OC(C)=O